(4-(4-methylthiazol-5-yl)benzyl)carbamic acid tert-butyl ester C(C)(C)(C)OC(NCC1=CC=C(C=C1)C1=C(N=CS1)C)=O